ClC1=C(C=NN1C)NC1=NN(C2=CC(=CC=C12)C(C)(C)O)C 2-{3-[(5-chloro-1-methyl-1H-pyrazol-4-yl)amino]-1-methyl-1H-indazol-6-yl}propan-2-ol